(2R,5S)-tert-butyl 5-methyl-2-(3-(4,4,5,5-tetramethyl-1,3,2-dioxaborolan-2-yl)phenyl)piperidine-1-carboxylate C[C@H]1CC[C@@H](N(C1)C(=O)OC(C)(C)C)C1=CC(=CC=C1)B1OC(C(O1)(C)C)(C)C